N1C(N=CC=C1)=O Aza-Pyridone